ClC1=C(C=C(C=C1)OC)[C@@H](C)NC(=O)N1[C@@H](CN(CC1)C1=C(C=NC=C1)F)C (R)-N-((R)-1-(2-Chloro-5-methoxyphenyl)ethyl)-4-(3-fluoropyridin-4-yl)-2-methylpiperazine-1-carboxamide